CC=1C=2N(C(NC1)=O)C=NN2 8-methyl-[1,2,4]triazolo[4,3-c]pyrimidin-5(6H)-one